(R)-N-(2-ethyl-4-(6-((S)-1-hydroxypropyl)-4-methylpyridin-3-yl)-[1,2,4]triazolo[1,5-a][1,6]naphthyridin-8-yl)-2,2-difluorocyclopropane-1-carboxamide C(C)C1=NN2C(C(=CC3=CN=C(C=C23)NC(=O)[C@@H]2C(C2)(F)F)C=2C=NC(=CC2C)[C@H](CC)O)=N1